C(C)OC(C(C1=C2N(C=N1)C[C@@H](C2)F)N2N=C1C(=C(C=C(C1=C2)Cl)Br)OC)=O 2-(6-bromo-4-chloro-7-methoxy-2H-indazol-2-yl)-2-((R)-6-fluoro-6,7-dihydro-5H-pyrrolo[1,2-c]imidazol-1-yl)acetic acid ethyl ester